2-(1-methyl-1,2,3,4-tetrahydroisoquinolin-7-yl)-N4-(1-(methylsulfonyl)piperidin-4-yl)pyrimidine-2,4-diamine CC1NCCC2=CC=C(C=C12)C1(NC=CC(=N1)NC1CCN(CC1)S(=O)(=O)C)N